6-bromo-1-(4-fluoro-2-methylphenyl)-3-(6-methoxy-2-methylpyridin-3-yl)-7-(trifluoromethoxy)-2,3-dihydroquinazolin-4(1H)-one BrC=1C=C2C(N(CN(C2=CC1OC(F)(F)F)C1=C(C=C(C=C1)F)C)C=1C(=NC(=CC1)OC)C)=O